F[C@H]1[C@H](N(C[C@@H]1O)C(=O)OC(C)(C)C)C(=O)OCC1=CC=CC=C1 2-benzyl 1-(tert-butyl) (2R,3S,4S)-3-fluoro-4-hydroxypyrrolidine-1,2-dicarboxylate